ClC=1C=C(C(=O)N[C@@H](C)C2=NC=NN2C2=NC=NC(=C2)N=S(=O)(CC)CC)C=C(C1)C(F)(F)F (S)-3-chloro-N-(1-(1-(6-((diethyl(oxo)-λ6-sulfaneylidene)amino)pyrimidin-4-yl)-1H-1,2,4-triazol-5-yl)ethyl)-5-(trifluoromethyl)benzamide